N=1N=CC=2C1C=1C=CC=CC1OC2 chromeno[4,3-c]pyrazol